Methyl 6-(2-chloro-6-fluorophenyl)-4-((4-(methylthio)phenyl)amino)pyridazine-3-carboxylate ClC1=C(C(=CC=C1)F)C1=CC(=C(N=N1)C(=O)OC)NC1=CC=C(C=C1)SC